tert-butyl (3S,4R)-4-[8-[(8-fluoro-2-methyl-imidazo[1,2-a]pyridin-6-yl)carbamoyl]quinoxalin-5-yl]-3-hydroxy-piperidine-1-carboxylate FC=1C=2N(C=C(C1)NC(=O)C=1C=CC(=C3N=CC=NC13)[C@@H]1[C@@H](CN(CC1)C(=O)OC(C)(C)C)O)C=C(N2)C